(1s,3s)-3-(1H-pyrazolo[3,4-b]pyridin-1-yl)cyclobutyl ((2-(2,6-dioxopiperidin-3-yl)-4-fluoro-3-oxoisoindolin-5-yl)methyl)carbamate O=C1NC(CC[C@@H]1N1CC2=CC=C(C(=C2C1=O)F)CNC(OC1CC(C1)N1N=CC=2C1=NC=CC2)=O)=O